C1(=CC=CC=C1)N1N=C(C(=C1C1=CC=CC=C1)N1C2=CC=CC=C2C=2C=CC=CC12)C1=CC=CC=C1 9-(1,3,5-triphenyl-1H-pyrazol-4-yl)-9H-carbazole